C(C)OC(=O)C1CCC(CC1)C1=C2C(=NC(=C1)N1[C@@H](COCC1)C)N(N=C2)C2=CC=NN2COCC[Si](C)(C)C.[Sn].[Tm] Thulium Tin (R)-4-(6-(3-methylmorpholino)-1-(1-((2-(trimethylsilyl)ethoxy)methyl)-1H-pyrazol-5-yl)-1H-pyrazolo[3,4-b]Pyridine-4-yl)cyclohexane-1-carboxylic acid ethyl ester